FC(C=1N=C(SC1)C=C=O)(F)F (4-(trifluoromethyl)thiazol-2-yl)ethenone